BrC=1C=NC(=NC1)CNCC#N 2-[(5-bromopyrimidin-2-yl)methylamino]acetonitrile